N8-(3-chlorophenyl)-9-((1S,4S)-4-((dimethylamino)methyl)cyclohexyl)-N2-(4-methyltetrahydro-2H-pyran-4-yl)-9H-purine-2,8-diamine ClC=1C=C(C=CC1)NC=1N(C2=NC(=NC=C2N1)NC1(CCOCC1)C)C1CCC(CC1)CN(C)C